4-(5-bromothien-3-yl)benzaldehyde BrC1=CC(=CS1)C1=CC=C(C=O)C=C1